C(#C)C=1SC=C(N1)C=O (2-ethynylthiazol-4-yl)methanone